3-bromo-2,2-dimethylpropyl acetate C(C)(=O)OCC(CBr)(C)C